C1(CCCC1)C(=O)N1CC2N(C(C1)C2)C(\C=C\CN(C)C)=O (E)-1-(3-(cyclopentanecarbonyl)-3,6-diazabicyclo[3.1.1]heptan-6-yl)-4-(dimethylamino)but-2-en-1-one